FC(C)(C)C=1OC(=C(N1)C)C=O (2-(2-fluoropropan-2-yl)-4-methyloxazol-5-yl)methanone